ClC1=C(C(=O)NC2=CC(=NN2C2=CC=CC=C2)C(=O)NCCCC2=CC=C(C=C2)CC(=O)OC)C=C(C(=C1)Cl)C1=NC=CC=C1 methyl 2-[4-[3-[[5-[[2,4-dichloro-5-(2-pyridyl)benzoyl]amino]-1-phenyl-pyrazole-3-carbonyl]amino]propyl]phenyl]acetate